hydrogen phosphate, magnesium salt [Mg+2].P(=O)(O)([O-])[O-]